isobutyl-1,1,3,3,3-penta-acetoxy-1,3-disilapropane Chloride [Cl-].C(C(C)C)[Si](C[Si](OC(C)=O)(OC(C)=O)OC(C)=O)(OC(C)=O)OC(C)=O